1-cyano-N-(5-(indolin-1-yl)thiazol-2-yl)pyrrolidine-3-carboxamide tert-Butyl-4-((2-((2,4-dichlorophenoxy)methyl)pyridin-4-yl)methyl)-4-(hydroxymethyl)piperidine-1-carboxylate C(C)(C)(C)OC(=O)N1CCC(CC1)(CO)CC1=CC(=NC=C1)COC1=C(C=C(C=C1)Cl)Cl.C(#N)N1CC(CC1)C(=O)NC=1SC(=CN1)N1CCC2=CC=CC=C12